4-[3-[2-Chloro-4-(2-oxa-6-azaspiro[3.3]heptan-6-yl)benzoyl]-2,4-dihydro-1,3-benzoxazin-8-yl]-5-fluoro-2-morpholin-4-ylbenzoic acid ClC1=C(C(=O)N2COC3=C(C2)C=CC=C3C3=CC(=C(C(=O)O)C=C3F)N3CCOCC3)C=CC(=C1)N1CC3(COC3)C1